(2,6-bis(morpholinomethyl)pyridin) bromid [Br-].O1CCN(CC1)CC1=NC(=CC=C1)CN1CCOCC1